methyl 2,4-dihydroxy-3,6-dimethylbenzoate OC1=C(C(=O)OC)C(=CC(=C1C)O)C